5-(azidomethyl)-2-chlorobenzamide N(=[N+]=[N-])CC=1C=CC(=C(C(=O)N)C1)Cl